O\N=C(\N)/N1[C@H](CCCC1)C (S,Z)-N'-hydroxy-2-methylpiperidine-1-carboximidamide